C(C)(C)(C)OC(=O)N1CCC(CC1)(C)C(O)C=1C(=NC=CC1)Cl 4-((2-Chloropyridin-3-yl)(hydroxy)methyl)-4-methylpiperidine-1-carboxylic acid tert-butyl ester